N1=CC=CC2=C(C=CC=C12)N[C@H]1CN(CC1)C(=O)OC(C)(C)C tert-butyl (R)-3-(quinolin-5-ylamino)pyrrolidine-1-carboxylate